2-(tert-butyl)-4,6-diphenyl-1,3,5-triazine C(C)(C)(C)C1=NC(=NC(=N1)C1=CC=CC=C1)C1=CC=CC=C1